N-ETHYL-L-PROLINE C(C)N1[C@@H](CCC1)C(=O)O